3-(5-(((1R,2R)-2-(3-methoxyazetidin-1-yl)cyclopentyl)oxy)-1-oxoisoindolin-2-yl)piperidine-2,6-dione COC1CN(C1)[C@H]1[C@@H](CCC1)OC=1C=C2CN(C(C2=CC1)=O)C1C(NC(CC1)=O)=O